calciophosphoric acid [CaH]OP(O)(O)=O